C1=PC=CC=2C3=CC=CC=C3NC12 2-phosphacarbazole